3-[3-[(2S)-2,3-di(tetradecanoyloxy)propoxy]-3-oxo-propoxy]propanoic acid C(CCCCCCCCCCCCC)(=O)O[C@H](COC(CCOCCC(=O)O)=O)COC(CCCCCCCCCCCCC)=O